tert-butyl 4-formyl-2-methylpiperidine-1-carboxylate C(=O)C1CC(N(CC1)C(=O)OC(C)(C)C)C